tert-butyl 4-(6-{[6-(1-butoxyethenyl)-8-cyclopentyl-5-methyl-7-oxo-7,8-dihydropyrido[2,3-d]pyrimidin-2-yl] amino}pyridin-3-yl)piperazine-1-carboxylate C(CCC)OC(=C)C1=C(C2=C(N=C(N=C2)NC2=CC=C(C=N2)N2CCN(CC2)C(=O)OC(C)(C)C)N(C1=O)C1CCCC1)C